Cl.COC(=O)[C@H]1NCC1 (2S)-azetidine-2-carboxylic acid methyl ester hydrochloride